3-hydroxypalmitoyl-carnitine OC(CC(=O)C(O)(C[N+](C)(C)C)CC([O-])=O)CCCCCCCCCCCCC